C(OC(C)N1N=C(C=C(C1=O)C(C)C)OC1=C(C=C(C=C1Cl)N1N=C(C(NC1=O)=O)C#N)Cl)(OCC)=O 1-(3-(2,6-dichloro-4-(6-cyano-3,5-dioxo-4,5-dihydro-1,2,4-triazin-2(3H)-yl)phenoxy)-5-isopropyl-6-oxopyridazin-1(6H)-yl)ethyl ethyl carbonate